FC=1C=C(C=C2C=C(C(=NC12)C)C(C([2H])([2H])[2H])(C([2H])([2H])[2H])O)B1OC(C(O1)(C)C)(C)C 2-(8-fluoro-2-methyl-6-(4,4,5,5-tetramethyl-1,3,2-dioxaborolan-2-yl)quinolin-3-yl)propan-1,1,1,3,3,3-d6-2-ol